NC1=NC=2C=NC(=CC2C2=C1[C@H](OC2)C)C(=O)N(CC=2N=NC(=CC2)C(F)(F)F)C (3R)-4-amino-N,3-dimethyl-N-((6-(trifluoromethyl)-3-pyridazinyl)methyl)-1,3-dihydrofuro[3,4-c][1,7]naphthyridine-8-carboxamide